FC=1C(=C(C(=O)O)C=C(C1)I)C 3-fluoro-5-iodo-2-methyl-benzoic acid